COC=1C=C(C=NC1OC)C12CCN(C2CCCC1)C 3a-(5,6-dimethoxy-3-pyridyl)-1-methyl-3,4,5,6,7,7a-hexahydro-2H-indole